C(C)(C)(C)OC(=O)N1CC(CCC1)CCOC1=C(C=C(C(=C1)CN)C)C 3-(2-(5-(Aminomethyl)-2,4-dimethylphenoxy)ethyl)piperidine-1-carboxylic acid tert-butyl ester